3-furancarboxylic acid O1C=C(C=C1)C(=O)O